2-ethoxycarbonylbutyl-(trimethyl)ammonium C(C)OC(=O)C(C[N+](C)(C)C)CC